sec-butoxyazobenzene C(C)(CC)OC1=C(C=CC=C1)N=NC1=CC=CC=C1